FC(C1(CC1)C#CC1=C2CCCN(C2=CC=C1)C1=NC2=NN=CN2C2=CN=CC=C12)(F)F 8-[5-[2-[1-(trifluoromethyl)cyclopropyl]ethynyl]-3,4-dihydro-2H-quinolin-1-yl]-2,4,5,7,12-pentazatricyclo[7.4.0.02,6]trideca-1(13),3,5,7,9,11-hexaene